(2R)-2-propyloctanoic acid C(CC)[C@@H](C(=O)O)CCCCCC